hydroxy-N-(5-methoxy-2-(4-(4-phenylthiazol-2-yl)piperazine-1-carbonyl)phenyl)-[1,1'-biphenyl]-4-sulfonamide OC1=C(C=CC(=C1)S(=O)(=O)NC1=C(C=CC(=C1)OC)C(=O)N1CCN(CC1)C=1SC=C(N1)C1=CC=CC=C1)C1=CC=CC=C1